O1C(=NC2=C1C=CC=C2)C2=CC=C(C=C2)N2NC(=CC2C2=C(C=CC=C2C(C)(C)C)C(C)(C)C)C=CC2=C(C=CC=C2C(C)(C)C)C(C)(C)C 1-(4-(benzooxazol-2-yl)phenyl)-3-(2,6-di-tert-butyl-styryl)-5-(2,6-di-tert-butyl-phenyl)-pyrazoline